6-(3,3-dimethylazetidin-1-yl)quinoline-4-carboxylic acid CC1(CN(C1)C=1C=C2C(=CC=NC2=CC1)C(=O)O)C